OC1=CC=C(CBr)C=C1 para-hydroxybenzyl bromide